2-(((1S,4S)-9'-(benzyloxy)-5'-(4-fluorophenyl)-4',4'-dimethyl-4',5'-dihydro-3'H-spiro[cyclohexane-1,1'-pyrano[4,3-b]indol]-4-yl)oxy)acetic acid C(C1=CC=CC=C1)OC=1C=2C3=C(N(C2C=CC1)C1=CC=C(C=C1)F)C(COC31CCC(CC1)OCC(=O)O)(C)C